OCC=1C=CC(=NC1)C(=O)N 5-(hydroxymethyl)pyridineamide